C(C)C(C(=O)O)(C(=O)O)CC.C(C)C(C(=O)O)(C(=O)O)CC.C(C)N(C1=CC=C2C=C(C(OC2=C1)=O)C1=NC2=C(N1C)C=CC=C2)CC 7-diethylamino-3-(1-methylbenzimidazolyl)coumarin Diethyl-Malonate (Diethyl-Malonate)